OCC1OCC(C(C1O)O)O 2-hydroxymethyltetrahydropyran-3,4,5-triol